N1C=C(C2=CC=CC=C12)/C=C/C(=O)OCCCNC([C@@H](C(COC(\C=C\C1=CNC2=CC=CC=C12)=O)(C)C)OC(\C=C\C1=CNC2=CC=CC=C12)=O)=O 3-[[(2R)-2,4-bis[[(E)-3-(1H-indol-3-yl)prop-2-enoyl]oxy]-3,3-dimethyl-butanoyl]amino]propyl (E)-3-(1H-indol-3-yl)prop-2-enoate